(s)-tert-butyl 4-(1-(3-chloro-5-fluoro-2-((4-methoxyphenoxy) methyl) phenyl)ethyl)-3-oxopiperazine-1-carboxylate ClC=1C(=C(C=C(C1)F)[C@H](C)N1C(CN(CC1)C(=O)OC(C)(C)C)=O)COC1=CC=C(C=C1)OC